FC(C1=C(C=CC=C1)S(=O)(=O)CC#N)(F)F 2-(2-trifluoromethylphenyl-sulfonyl)acetonitrile